C(C)(C)(C)OC(=O)N(C(OC(C)(C)C)=O)C1=NC=C(C=C1)P(=O)(C)C tert-butyl N-(tert-butoxycarbonyl)-N-[5-(dimethylphosphoryl)pyridin-2-yl]carbamate